4-morpholinoadamantane-1-carboxamide O1CCN(CC1)C1C2CC3(CC(CC1C3)C2)C(=O)N